4-(2-methoxyphenyl)-6-methyl-N-(6-(4-oxocyclohexyl)thiazolo[4,5-b]pyrazin-2-yl)nicotinamide COC1=C(C=CC=C1)C1=CC(=NC=C1C(=O)NC=1SC=2C(=NC=C(N2)C2CCC(CC2)=O)N1)C